O1CCC(=CC1)C1=C(C=C(C=C1)N=C=O)C=1N=NN(N1)C(C1=CC=CC=C1)(C1=CC=CC=C1)C1=CC=CC=C1 5-(2-(3,6-dihydro-2H-pyran-4-yl)-5-isocyanatophenyl)-2-trityl-2H-tetrazole